2-methyl-5-(5-(piperazin-1-yl)pyridin-2-yl)-1,3,4-oxadiazole CC=1OC(=NN1)C1=NC=C(C=C1)N1CCNCC1